BrCC(C(=O)O)=O Bromopyruvic acid